Ethyl 2-((((9H-fluoren-9-yl) methoxy) carbonyl) amino)-5-acetamido-5-oxopentanoate C1=CC=CC=2C3=CC=CC=C3C(C12)COC(=O)NC(C(=O)OCC)CCC(=O)NC(C)=O